FC(C(=O)O)(F)F.COC(=O)C=1C(=NC(=NC1)NC1=CC(=C(C(=C1)C)C)OC)NC=1C=CC2=C(NC(O2)=O)C1 2-(3-Methoxy-4,5-dimethyl-phenylamino)-4-(2-oxo-2,3-dihydro-benzooxazol-5-ylamino)-pyrimidine-5-carboxylic acid methyl ester trifluoroacetate salt